N[C@@H]1[C@@]([C@@H](CCC1)NC(OC(C)(C)C)=O)(C)O |o1:2| rel-tert-butyl ((1R,3S)-3-amino-2-hydroxy-2-methylcyclohexyl)carbamate